[Si](C1=CC=CC=C1)(C1=CC=CC=C1)(C(C)(C)C)OC[C@H](C)NNC1=NC=C(N=C1C=1C=NN(C1)C)C1=CC=C(C=C1)Cl (S)-N-(1-((tert-butyldiphenylsilyl)oxy)prop-2-yl)-2-(5-(4-chlorophenyl)-3-(1-Methyl-1H-pyrazol-4-yl)pyrazin-2-yl)hydrazine